N1=[C]C=CC=C1 2λ3-pyridine